2-chloro-5-isopropyl-7-(3,3,4,4-tetrafluoropyrrolidin-1-yl)-5H-pyrrolo[3,2-d]pyrimidine ClC=1N=CC2=C(N1)C(=CN2C(C)C)N2CC(C(C2)(F)F)(F)F